FC(C(=O)O)(F)F.N1=CC(=C2N1C=CC=N2)C(=O)N pyrazolo[1,5-a]pyrimidine-3-carboxamide trifluoro-acetate salt